C12CN(CC(CNC1)N2C(=O)O)C(=O)O 3,7,9-triazabicyclo[3.3.1]nonane-3,9-dicarboxylic acid